BrC1=C(SC=2C1=NC(=CC2N(C(OC(C)(C)C)=O)CC=2SC=CC2)Cl)C=2OCC(CC2[N+](=O)[O-])=C tert-butyl N-[3-bromo-5-chloro-2-(5-methylene-3-nitro-4H-pyran-2-yl)thieno[3,2-b]pyridin-7-yl]-N-(2-thienylmethyl)carbamate